tricyclo[5.3.1.13,9]dodecanediethanol C12(C(C3CCCC(CC(C1)C3)C2)CCO)CCO